BrC=1C=CC(=C(C1)NC1=NC=NC2=CC(=C(C=C12)N)OC(F)F)OC N-(5-bromo-2-methoxyphenyl)-7-(difluoromethoxy)quinazoline-4,6-diamine